COC=1C=2N(C=CC1)N=C(C2)[C@H]2N(CCC1=C2N=CN1)C1=NC=CC=N1 (S)-4-(4-methoxypyrazolo[1,5-a]pyridin-2-yl)-5-(pyrimidin-2-yl)-4,5,6,7-tetrahydro-1H-imidazo[4,5-c]pyridine